2-imino-3-(2-isopropyl-5-methylphenyl)thiazolidin-4-one N=C1SCC(N1C1=C(C=CC(=C1)C)C(C)C)=O